10,10-dimethyl-9-oxo-4-[2-(trifluoromethyl)benzene-1-carbonyl]-1-oxa-4-azaspiro[5.5]undec-7-ene-8-carbonitrile CC1(C(C(=CC2(CN(CCO2)C(=O)C2=C(C=CC=C2)C(F)(F)F)C1)C#N)=O)C